N,N-dicyclohexylthiourea C1CCC(CC1)NC(=S)NC2CCCCC2